NC1=NC(=CC(=N1)N1CC(CCC1)C1=NN=C2N1C=C(C=C2)C(=O)NC)C(C)C 3-(1-(2-amino-6-isopropylpyrimidin-4-yl)piperidin-3-yl)-N-methyl-[1,2,4]triazolo[4,3-a]pyridine-6-carboxamide